N,N-ditetradecyl-2,2,2-trifluoroethylammonium tetrakis(pentafluorophenyl)borate FC1=C(C(=C(C(=C1[B-](C1=C(C(=C(C(=C1F)F)F)F)F)(C1=C(C(=C(C(=C1F)F)F)F)F)C1=C(C(=C(C(=C1F)F)F)F)F)F)F)F)F.C(CCCCCCCCCCCCC)[NH+](CCCCCCCCCCCCCC)CC(F)(F)F